C(C)(C)(C)OC(=O)N1CCC(CC1)N1CCN(CC1)C1=NC(=CC=C1)C1=CN=C2N1N=C(C=C2)N2[C@H](CCC2)C2=CC(=CC=C2)F (R)-4-(4-(6-(6-(2-(3-fluorophenyl)pyrrolidin-1-yl)imidazo[1,2-b]pyridazin-3-yl)pyridin-2-yl)piperazin-1-yl)piperidine-1-carboxylic acid tert-butyl ester